(R)-1-(5-Fluoropyridin-3-yl)-2-((((1s,4S)-4-methoxycyclohexyl)methyl)-amino)ethan-1-ol FC=1C=C(C=NC1)[C@H](CNCC1CCC(CC1)OC)O